BrC=1C=C(CC(C(=O)OCC)C(C)=O)C=CC1OC Ethyl 2-(3-bromo-4-methoxybenzyl)-3-oxobutanoate